CNCCC1=CC(=CC=C1)OCCN1CC2(C1)COCCC2 N-methyl-2-{3-[2-(6-oxa-2-azaspiro[3.5]non-2-yl)ethoxy]phenyl}ethan-1-amine